NC=1SC=2C(=CC=3CCN(C3C2)C(C(F)(F)F)=O)N1 1-(2-amino-6,7-dihydro-5H-thiazolo[4,5-f]indol-5-yl)-2,2,2-trifluoroethane-1-one